CN(CCCCC(=O)C1=CC=CC=C1)C 5-(dimethylamino)-1-phenylpentan-1-one